BrCC=1C=CC=2C3=C(C=NC2C1)N=C(O3)C 7-(bromomethyl)-2-methyl-oxazolo[4,5-c]quinolin